1-(4-benzylpiperidin-1-yl)-1-oxopropan C(C1=CC=CC=C1)C1CCN(CC1)C(CC)=O